CN(C)CC1=CC=C(C(=N1)C)N1C=NC(=C1)C1=NC(=NC=C1C(F)(F)F)NC1CCN(CC1)S(=O)(=O)C 4-(1-(6-((Dimethylamino)methyl)-2-methylpyridin-3-yl)-1H-imidazol-4-yl)-N-(1-(methylsulfonyl)piperidin-4-yl)-5-(trifluoromethyl)pyrimidin-2-amine